1-METHYL-PYRROLE-2-ACETIC ACID CN1C(=CC=C1)CC(=O)O